3,3'-Diamino-4,4'-di(4-phenylphenoxy)benzophenone NC=1C=C(C(=O)C2=CC(=C(C=C2)OC2=CC=C(C=C2)C2=CC=CC=C2)N)C=CC1OC1=CC=C(C=C1)C1=CC=CC=C1